methyl aminooxovalerate NC(C(C(=O)OC)=O)CC